[Na].C(C=C)C(N)(P(O)(O)=O)CC=C diallyl-aminomethyl-phosphonic acid sodium